The molecule is a cyclodepsipeptide isolated from Jaspis splendens. A derivative of jaspamide, it exhibits anti-tumour activity. It has a role as an antineoplastic agent, an animal metabolite and a marine metabolite. It is a cyclodepsipeptide, a macrocycle and an organobromine compound. C[C@H]1C/C=C/[C@@H](C[C@@H](OC(=O)C[C@@H](NC(=O)[C@H](N(C(=O)[C@@H](NC1=O)C)C)CC2=C(NC3=CC=CC=C32)Br)C4=CC=C(C=C4)O)C)C